C1(CCCCC1)NC(=O)C1=CC2=C(NC(N2C2=CC=NC=C2)=O)C=C1 N-cyclohexyl-2-oxo-3-(pyridin-4-yl)-2,3-dihydro-1H-benzo[d]imidazole-5-carboxamide